5-[2-(3-hydroxyphenyl)ethynyl]pyridine OC=1C=C(C=CC1)C#CC=1C=CC=NC1